N1=CNC=2CN[C@@H](CC21)C(=O)O (6S)-4,5,6,7-tetrahydro-3H-imidazo[4,5-c]pyridine-6-carboxylic acid